C1(CC1)C(C)(C)NC(=O)C=1C=NN2C1N=C(C=C2C)C2=NC=CC=C2 N-(2-cyclopropylpropan-2-yl)-7-methyl-5-(pyridin-2-yl)pyrazolo[1,5-a]pyrimidine-3-carboxamide